N1C=NC2=C1C=CC(=C2)N2C(OC[C@@H]2C2=CC=C(C=C2)CCCOC)=O (S)-3-(1H-Benzo[d]imidazol-5-yl)-4-(4-(3-methoxypropyl)phenyl)oxazolidin-2-on